2-hexyl-9-[(4-methylphenyl)methyl]-2,3,4,9-tetrahydro-1H-carbazole-8-carboxylic acid C(CCCCC)C1CC=2N(C3=C(C=CC=C3C2CC1)C(=O)O)CC1=CC=C(C=C1)C